(R)-4,4-difluoropyrrolidine FC1(CCNC1)F